FC(C1=C(N)C=CC=C1C1=NC=C(C=C1)C1OCCO1)F 2-(Difluoromethyl)-3-[5-(1,3-dioxolan-2-yl)pyridin-2-yl]aniline